[Li+].CC(C(=O)[O-])=C (methyl)acrylic acid lithium salt